Cl.Cl.C(C)N(CCOC=1C(C2=CC3=CC(=CC=C3C2=CC1)OCCN(CC)CC)=O)CC 2,7-di[2-(diethylamino)-ethoxy]-fluorenone dihydrochloride